Cl.FC1=C(C=C(C=C1)F)[C@@H]1NCCC1 R-2-(2,5-difluorophenyl)-pyrrolidine hydrochloride